C(C1=CC=CC=C1)(=O)[C@H]1[C@@H](C1)C#N |r| racemic-trans-2-benzoylcyclopropanecarbonitrile